C(CC)C=1NC(=CN1)CCC 2,5-dipropylimidazole